Cl.CC(C)(CC)O 2-methyl-butane-2-ol hydrochloride